N-(4-fluoro-5-formylthiazol-2-yl)-acetamide FC=1N=C(SC1C=O)NC(C)=O